FC=1C=C(C=CC1)N1C[C@H]2C([C@H]2C1)C#N (1R,5S,6R)-3-(3-fluorophenyl)-3-aza-bicyclo[3.1.0]hexane-6-carbonitrile